C(C=C)(=O)OCCCC(CCC(CCCCCCCCOC1=CC(=C(C=C1)C1=NC(=NC(=N1)Cl)C1=C(C=C(C=C1)OCCCCCCCCC(CCC(CCCOC(C=C)=O)OC(C=C)=O)OC(C=C)=O)O)O)OC(C=C)=O)OC(C=C)=O [15-[4-[4-chloro-6-[2-hydroxy-4-[9,12,15-tri(prop-2-enoyloxy)pentadecoxy]phenyl]-1,3,5-triazin-2-yl]-3-hydroxy-phenoxy]-4,7-di(prop-2-enoyloxy)pentadecyl] prop-2-enoate